CC1=CC=C(C=C1)S(=O)(=O)OC1=CC(=C(C(=C1C)OC)C=O)OS(=O)(=O)C1=CC=C(C=C1)C 4-Formyl-5-methoxy-6-methyl-1,3-phenylene bis(4-methylbenzene-sulfonate)